Benzimidazole sodium salt [Na].N1=CNC2=C1C=CC=C2